3-Fluoro-4-(((1',2',3',6'-tetrahydro-[2,4'-bipyridyl]-6-yl)thio)methyl)benzonitrile p-toluenesulfonate CC1=CC=C(C=C1)S(=O)(=O)O.FC=1C=C(C#N)C=CC1CSC1=CC=CC(=N1)C=1CCNCC1